1,6-bis{[(4-ethenylphenyl)methyl]thio}-naphthalene C(=C)C1=CC=C(C=C1)CSC1=CC=CC2=CC(=CC=C12)SCC1=CC=C(C=C1)C=C